5,6-dimethoxy-2-(4-piperidylmethyl)-indan-1-one acetate C(C)(=O)O.COC=1C=C2CC(C(C2=CC1OC)=O)CC1CCNCC1